4-(2-fluoro-4-((4-hydroxytetrahydrofuran-3-yl)oxy)-phenyl)piperazine-1-carboxylic acid tert-butyl ester C(C)(C)(C)OC(=O)N1CCN(CC1)C1=C(C=C(C=C1)OC1COCC1O)F